C1(=CC=CC=C1)N(C1=CC=C(C=C1)N)C(C)C1=CC=C(C=C1)C(C)NC1=CC=C(C=C1)NC1=CC=CC=C1 N-phenyl-N-(1-(4-(1-((4-(phenylamino)phenyl)amino)ethyl)phenyl)ethyl)benzene-1,4-diamine